4-hydroxy-N-methyl-indole OC1=C2C=CN(C2=CC=C1)C